BrC=1C=2N(C=CC1)C(=C(N2)N)SC(F)(F)F 8-bromo-3-[(trifluoromethyl)sulfanyl]imidazo[1,2-a]pyridin-2-amine